bromoindole C1=CC=C2C(=C1)C=C(N2)Br